methyl (2-methoxy-4-methylphenyl) carbonate C(OC)(OC1=C(C=C(C=C1)C)OC)=O